FC1=C(C=CC(=C1)F)C(CN1CCN(CCC1)C1=CC=C(C=C1)CC1=CC=C(C=C1)F)(CN1N=CN=C1)O 2-(2,4-difluorophenyl)-1-(4-(4-(4-fluorobenzyl)phenyl)-1,4-diazepan-1-yl)-3-(1H-1,2,4-triazol-1-yl)propan-2-ol